NC1=NC(=C2C(=N1)N(N=C2)C)C=2N=NN(C2)CC2=CC=CC(=N2)C(C)(C)O 2-(6-((4-(6-amino-1-methyl-1H-pyrazolo[3,4-d]pyrimidin-4-yl)-1H-1,2,3-triazol-1-yl)methyl)pyridin-2-yl)propan-2-ol